1-(7-(1-(4-Chlorobenzyl)piperidin-3-yl)-2-ethylpyrazolo[1,5-a]pyrimidin-3-yl)-N-((tetrahydro-2H-pyran-4-yl)methyl)methanamine ClC1=CC=C(CN2CC(CCC2)C2=CC=NC=3N2N=C(C3CNCC3CCOCC3)CC)C=C1